C(N)(=O)[C@H]1N2C(N([C@H](CC1)C2)OS(=O)(=O)OC=2C(=C(C(=O)[O-])C=CC2)CC(CC(C)(C)C)(C)C)=O (((((1R,2S,5R)-2-carbamoyl-7-oxo-1,6-diazabicyclo[3.2.1]octan-6-yl) oxy) sulfonyl) oxy)-2,2,4,4-tetramethylpentylbenzoate